NC=1C(=C(C(=O)NC2=CC=C(C=C2)F)C(=CC1)F)F 3-Amino-2,6-difluoro-N-(4-fluorophenyl)benzamide